tert-butyl (1-(2-(4-ethynylbenzamido)ethyl)pyrrolidin-3-yl)carbamate C(#C)C1=CC=C(C(=O)NCCN2CC(CC2)NC(OC(C)(C)C)=O)C=C1